FC(C(=O)O)(F)F.CN1CCC(CC1)C1=CC(=C(C(=O)O)C=C1)N(C(C(F)(F)F)=O)C1CCOCC1 4-(1-methylpiperidin-4-yl)-2-(2,2,2-trifluoro-N-(tetrahydro-2H-pyran-4-yl)acetamido)benzoic acid trifluoroacetic acid salt